diethoxyphosphoryl-tyrosine C(C)OP(=O)(OCC)N[C@@H](CC1=CC=C(C=C1)O)C(=O)O